FC=1C=C(C=C(C1)CCN[C@H](C1=CC=CC=C1)[C@H]1CNC2=C(N1)N=CC(=C2)F)[C@@H](C(=O)O)C |o1:28| (S or R)-2-(3-fluoro-5-(2-(((R)-((R)-7-fluoro-1,2,3,4-tetrahydropyrido[2,3-b]pyrazin-3-yl)(phenyl)methyl)amino)ethyl)phenyl)propanoic acid